C(C1=CC=CC=C1)C1=CC=C(C=C1)C(C)(O)O p-benzyl-hydroxy-1-phenylethanol